C1(=CC(=CC=C1)NC(OC1CCCCC1)=O)C1=CC=CC=C1 Cyclohexyl [1,1'-biphenyl]-3-ylcarbamate